C(C1=CC=CC=C1)OC(=O)N1CC2=[N+](C=CN=C2C1)[O-] 6-((benzyloxy)carbonyl)-6,7-dihydro-5H-pyrrolo[3,4-b]pyrazine 1-oxide